3-((4,4-bis(octyloxy)butanoyl)oxy)-2-(((((1-methylpyrrolidin-3-yl)methyl)carbamoyl)oxy)methyl)propyl (9Z,12Z)-octadeca-9,12-dienoate C(CCCCCCC\C=C/C\C=C/CCCCC)(=O)OCC(COC(CCC(OCCCCCCCC)OCCCCCCCC)=O)COC(NCC1CN(CC1)C)=O